(4S)-4-methyl-oxazolidin-2-one C[C@@H]1NC(OC1)=O